(S)-1-(6-cyclopropyl-4-(4-(4-methyl-4H-1,2,4-triazol-3-yl)-1,2,5-thiadiazol-3-yl)pyridin-2-yl)-4-((3-methylpiperidin-1-yl)methyl)benzo[cd]indol-2(1H)-one hydrochloride Cl.C1(CC1)C1=CC(=CC(=N1)N1C(C2=C3C(C=CC=C13)=CC(=C2)CN2C[C@H](CCC2)C)=O)C2=NSN=C2C2=NN=CN2C